sorbitol monocaprylate C(CCCCCCC)(=O)O.OC[C@H](O)[C@@H](O)[C@H](O)[C@H](O)CO